methyl 2,4-diaminobenzoate NC1=C(C(=O)OC)C=CC(=C1)N